ClC1=C(C(=C(C=C1OC)OC)Cl)N1C(C2=C(C=3C=CC=NC13)N=C(N=C2)N[C@@H]2COCC[C@H]2C(C(=O)N)=C)C ((3S,4S)-3-((6-(2,6-dichloro-3,5-dimethoxyphenyl)-5-methyl-5,6-dihydropyrimido[5,4-c][1,8]naphthyridin-2-yl)amino)tetrahydro-2H-pyran-4-yl)acrylamide